BrC1=C(C2=C(C(=C3C(=C(C4=CC=C5C=CC6=CC=C1C=1C2=C3C4=C5C16)Br)Br)Br)Br)Br hexabromocoronene